BrC=1C=C2C(=C(C=NC2=CC1)C(=O)O)NC(C)C 6-bromo-4-(isopropylamino)quinoline-3-carboxylic acid